O1CC(CC1)OC(NC=1N=CC2=C(C(=C(C=C2C1)C=1C=NC=2CC(CNC2C1C)CO)F)N)=O Tetrahydrofuran-3-yl(8-amino-7-fluoro-6-(7-(hydroxymethyl)-4-methyl-5,6,7,8-tetrahydro-1,5-naphthyridin-3-yl)isoquinolin-3-yl)carbamate